C1=C(C=CC2=CC=CC=C12)CN1CC=2C(CC1)=NN(C2O)C2=NC=C(C=C2)C(F)(F)F 5-(naphthalene-2-ylmethyl)-2-(5-(trifluoromethyl)pyridin-2-yl)-4,5,6,7-tetrahydro-2H-pyrazolo[4,3-c]pyridin-3-ol